tert-butyl 4-(((3R,4R)-3-(4-(tert-butoxycarbonyl)phenyl)-1-methylpiperidin-4-yl)methyl)-5,7-dimethyl-1H-indole-1-carboxylate C(C)(C)(C)OC(=O)C1=CC=C(C=C1)[C@@H]1CN(CC[C@H]1CC1=C2C=CN(C2=C(C=C1C)C)C(=O)OC(C)(C)C)C